C1=CC=C2C(=C1)C(C3=CC=CC=C32)COC(=O)NCCOCCOCCOCCC(=O)O Fmoc-12-amino-4,7,10-trioxadodecanoic acid